CC(C1=CC(=CC=C1)OC2=CC=CC=C2)C(=O)[O-].CC(C1=CC(=CC=C1)OC2=CC=CC=C2)C(=O)[O-].O.O.[Ca+2] The molecule is the dihydrate form of the calcium salt of fenoprofen. A non-steroidal anti-inflammatory drug, it is used for the management of mild to moderate pain and for the relief of pain and inflammation associated with disorders such as arthritis. It is pharmacologically similar to aspirin, but causes less gastrointestinal bleeding. It has a role as a non-steroidal anti-inflammatory drug, a cyclooxygenase 2 inhibitor, a cyclooxygenase 1 inhibitor, an antipyretic and a non-narcotic analgesic. It contains a fenoprofen calcium (anhydrous).